[C@@H]1([C@H](O)[C@H](O)[C@@H](CO)O1)N1C=NC=2C(=O)NC(N)=NC12 |r| Rac-guanosine